[Cl-].[Cl-].C1(=CC=C(C=C1)C(=[Zr+2](C1(C(C(C(C2(C3C(=C4C=5C=CC=CC5CC4=C21)C=CCC3)C)(C)C)(C)C)(C)C)C)C3C=CC=C3)C3=CC=C(C=C3)C)C Di(p-tolyl)methylene(cyclopentadienyl)(octamethyloctahydrodibenzofluorenyl)zirconium dichloride